(S)-3-amino-4-(5-(3-fluoro-4-(2-(pyridin-4-yl)ethoxy)phenyl)-2H-tetrazol-2-yl)butanoic acid hydrochloride Cl.N[C@@H](CC(=O)O)CN1N=C(N=N1)C1=CC(=C(C=C1)OCCC1=CC=NC=C1)F